[Si](C)(C)(C(C)(C)C)OCC1=CC2=NC=CC(=C2S1)C1=CC(=CC=2OCCN(C21)C2CN(C1(CCC1)C2)S(=O)(=O)C(C)(C)C)Cl 5-(2-(((tert-butyldimethylsilyl)oxy)methyl)thieno[3,2-b]pyridin-7-yl)-4-(5-(tert-butylsulfonyl)-5-azaspiro[3.4]octan-7-yl)-7-chloro-3,4-dihydro-2H-benzo[b][1,4]oxazine